3,3-difluorocyclobutyl (4-cyclopropyl-3-(3,3-difluorocyclobutyl)-1-methyl-1H-pyrazol-5-yl)carbamate C1(CC1)C=1C(=NN(C1NC(OC1CC(C1)(F)F)=O)C)C1CC(C1)(F)F